C(C)(C)(C)C1=C(C=CC(=C1)C(C)(C)C)OC(C1=C(CC(C=C1)(O)C(C)(C)C)C(C)(C)C)=O 2,4-di-tert-butyl-4-hydroxybenzoic acid (2,4-di-tert-butylphenyl) ester